ClC=1C(=NC(=NC1)NC1=CNC=C1)C1=CNC2=NC=CC=C21 3-((5-Chloro-4-(1H-pyrrolo[2,3-b]pyridin-3-yl)pyrimidin-2-yl)amino)pyrrole